Boc-(R)-2-amino-2-(4-hydroxyphenyl)acetic acid C(=O)(OC(C)(C)C)[C@](C(=O)O)(C1=CC=C(C=C1)O)N